COCC1C(C(C(CO1)O)O)O 6-(methoxymethyl)tetrahydro-2H-pyran-3,4,5-triol